2-(4-Fluorophenyl)-3-[(2-methylphenyl)sulfonyl]-1,3-thiazolidin-4-one FC1=CC=C(C=C1)C1SCC(N1S(=O)(=O)C1=C(C=CC=C1)C)=O